5-methoxy-4-((5-methyl-1H-pyrazol-3-yl)amino)-6-(piperazin-1-yl)pyrimidin COC=1C(=NC=NC1N1CCNCC1)NC1=NNC(=C1)C